2-(4-chlorobenzyl)-5-(4-fluoro-alpha-hydroxybenzyl)-1,3,4-oxadiazole ClC1=CC=C(CC=2OC(=NN2)C(C2=CC=C(C=C2)F)O)C=C1